2-(4-(4-Hydroxy-3-(trifluoromethyl)benzyl)-3,5-dimethylphenyl)-3,5-dioxo-2,3,4,5-Tetrahydro-1,2,4-triazine-6-carbonitrile OC1=C(C=C(CC2=C(C=C(C=C2C)N2N=C(C(NC2=O)=O)C#N)C)C=C1)C(F)(F)F